6-(4-((4-(1H-pyrazol-4-yl)phenyl)amino)-5-methoxy-pyrimidin-2-yl)-N-isopropyl-1H-indole-2-carboxamide N1N=CC(=C1)C1=CC=C(C=C1)NC1=NC(=NC=C1OC)C1=CC=C2C=C(NC2=C1)C(=O)NC(C)C